C1(=CC=CC=C1)C=1NC2=CC=CC=C2C1C(CC(F)(F)F)C=1SC=C(C1)N=C=S 2-phenyl-3-(3,3,3-trifluoro-1-(4-isothiocyanatothiophen-2-yl)propyl)-1H-indole